C(#N)C(C)C=1N=CSC1C(=O)OC methyl 4-(1-cyanoethyl)thiazole-5-carboxylate